1-Benzyl 2-methyl 2-(but-3-en-1-yl)pyrroline-1,2-dicarboxylate C(CC=C)C1(N(CCC1)C(=O)OCC1=CC=CC=C1)C(=O)OC